2-methyl-1,4-bis(2-hydroxypropoxy)naphthalene CC1=C(C2=CC=CC=C2C(=C1)OCC(C)O)OCC(C)O